(E)-1-Cinnamoylpyrrolidine C(\C=C\C1=CC=CC=C1)(=O)N1CCCC1